C(C)(=O)O[C@]1(C(C(=C2C=C(N(C=C2C1=O)C1=CC=C(C=C1)OC1=C(C=CC=C1)OC)\C=C\C(=C\[C@H](CC)C)\C)Cl)=O)C (R)-5-chloro-3-((S,1E,3E)-3,5-dimethylhepta-1,3-dien-1-yl)-2-(4-(2-methoxyphenoxy)phenyl)-7-methyl-6,8-dioxo-2,6,7,8-tetrahydroisoquinolin-7-yl acetate